3-(2-aminoethyl)-2-((2,6-dimethyl-4-(methyl-d3)phenyl)imino)-9,10-dimethoxy-2,3,6,7-tetrahydro-4H-pyrimido[6,1-a]isoquinolin-4-one NCCN1C(N2C(C3=CC(=C(C=C3CC2)OC)OC)=CC1=NC1=C(C=C(C=C1C)C([2H])([2H])[2H])C)=O